Racemic-1-(1-(6-chloro-4-oxo-3,4-dihydrophthalazin-1-yl)ethyl)-3-(4-fluorophenyl)-1-(3-hydroxypropyl)urea ClC=1C=C2C(NN=C(C2=CC1)[C@@H](C)N(C(=O)NC1=CC=C(C=C1)F)CCCO)=O |r|